C(C)NC=1C=CC=C(C(=O)O)C1 5-(ethylamino)benzoic acid